4-(2-hydroxypropan-2-yl)-1-(4-(trifluoromethoxy)phenyl)-1H-pyrazolo[3,4-b]pyridine-3-carbonitrile OC(C)(C)C1=C2C(=NC=C1)N(N=C2C#N)C2=CC=C(C=C2)OC(F)(F)F